ClCC1=C(C2=CC=CC=C2C=C1)CCl di(chloromethyl)naphthalin